(S)-2-acetamido-3-methyl-N-(6-(trifluoromethyl)pyridin-2-yl)butanamide C(C)(=O)N[C@H](C(=O)NC1=NC(=CC=C1)C(F)(F)F)C(C)C